N-(4-pentenoyl)-L-tyrosine C(CCC=C)(=O)N[C@@H](CC1=CC=C(C=C1)O)C(=O)O